(S)-3-(2-methyl-5-((5-(trifluoromethyl)pyridin-3-yl)carbamoyl)phenyl)pyrrolidine-1-carboxylic acid tert-butyl ester C(C)(C)(C)OC(=O)N1C[C@@H](CC1)C1=C(C=CC(=C1)C(NC=1C=NC=C(C1)C(F)(F)F)=O)C